(S)-4-(((S)-3-fluoro-2-methoxypropyl)(4-(5,6,7,8-tetrahydro-1,8-naphthyridin-2-yl)butyl)amino)-2-(2-(pyridin-2-yl)acetamido)butanoic acid FC[C@H](CN(CC[C@@H](C(=O)O)NC(CC1=NC=CC=C1)=O)CCCCC1=NC=2NCCCC2C=C1)OC